(9H-fluoren-9-yl)methyl (4-hydroxyphenyl)carbamate OC1=CC=C(C=C1)NC(OCC1C2=CC=CC=C2C=2C=CC=CC12)=O